glycidoxybutyl-triethoxysilane C(C1CO1)OCCCC[Si](OCC)(OCC)OCC